tert-butyl N-[(3R)-5-[(4-chlorophenyl)methyl]-8-fluoro-1,1,4-trioxo-7-(2-pyrrolidin-3-yltetrazol-5-yl)-2,3-dihydro-1λ6,5-benzothiazepin-3-yl]carbamate ClC1=CC=C(C=C1)CN1C([C@H](CS(C2=C1C=C(C(=C2)F)C=2N=NN(N2)C2CNCC2)(=O)=O)NC(OC(C)(C)C)=O)=O